FC=1C(=NC(=NC1)NC1=CC=C(C=C1)[S@](=O)(=N)C)N1CC(N(C2(CC2)C1)C)=O (S)-7-(5-fluoro-2-((4-(S-methylsulfonimidoyl)phenyl)amino)pyrimidin-4-yl)-4-methyl-4,7-diazaspiro[2.5]octan-5-one